COC1=C(C2=C(C=C1O)O[C@@H]([C@H](C2=O)O)C3=CC(=C(C=C3)O)O)O The molecule is a pentahydroxyflavanone that is (+)-taxifolin substituted by a methoxy group at position 6. It has a role as a plant metabolite. It is a member of dihydroflavonols, a member of 3'-hydroxyflavanones, a pentahydroxyflavanone, a monomethoxyflavanone, a secondary alpha-hydroxy ketone and a member of 4'-hydroxyflavanones. It derives from a (+)-taxifolin.